2-oxa-5-azaspiro[3.5]nonane-5-sulfonamide C1OCC12N(CCCC2)S(=O)(=O)N